FC1=C2C(NC(=NC2=CC(=C1F)NCC1CCOCC1)CSC1CCOCC1)=O 5,6-difluoro-7-(((tetrahydro-2H-pyran-4-yl)methyl)amino)-2-(((tetrahydro-2H-pyran-4-yl)thio)methyl)quinazolin-4(3H)-one